ClC1=C(C=CC(=C1)F)C1CC2(C1)NC(N(C2=O)C2=CN=CC1=CC=CC=C21)=O 2-(2-chloro-4-fluorophenyl)-7-(isoquinolin-4-yl)-5,7-diazaspiro[3.4]octane-6,8-dione